3-((aminomethyl)azetidin-1-yl)-{2-[(2-fluoro-4-iodophenyl)amino]thieno[2,3-b]pyridin-3-yl}-methanone NCC1N(CC1)C1(C(SC2=NC=CC=C21)NC2=C(C=C(C=C2)I)F)C=O